NC=1C(=NN(C1C(=O)N)C1=C(C=C(C=C1F)C#N)OCC)C(C)C 4-amino-1-(4-cyano-2-ethoxy-6-fluorophenyl)-3-isopropyl-1H-pyrazole-5-carboxamide